OC=1C(=CC=C2C=CC=NC12)C(=O)NCCCCCCCCCCC 8-Hydroxy-N-undecylquinoline-7-carboxamide